8-[(3,3-difluoro-1-piperidyl)methyl]-4-[(2R)-3-(3,4-dihydro-1H-isoquinolin-2-yl)-2-hydroxy-propyl]-2,3-dihydro-1,4-benzoxazepin-5-one FC1(CN(CCC1)CC1=CC2=C(C(N(CCO2)C[C@@H](CN2CC3=CC=CC=C3CC2)O)=O)C=C1)F